C[SiH2]O[Si](C)(C)C Methyl-trimethylsiloxysilane